BrC1=CC=CC2=C1OC1=C2C=CC=C1I 4-bromo-6-iododibenzo[b,d]furan